6-((R)-3-amino-2-hydroxypropoxy)-4-(6-(6-((6-methoxypyridin-3-yl)methyl)-3,6-diazabicyclo[3.1.1]heptan-3-yl)pyridin-3-yl)pyrazolo[1,5-a]pyridine-3-carbonitrile NC[C@H](COC=1C=C(C=2N(C1)N=CC2C#N)C=2C=NC(=CC2)N2CC1N(C(C2)C1)CC=1C=NC(=CC1)OC)O